FC(C=1C=C(C=CC1)C1CCC(N1)=O)(F)F 5-(3-(trifluoromethyl)phenyl)pyrrolidin-2-one